C(CCC)(=O)OC1=CC=C2C(=CNC2=C1)CCN(C(C)C)C(C)C 3-(2-(diisopropylamino) ethyl)-1H-indol-6-yl butyrate